2,7-diazaspiro[3.5]nonan-2-carboxylate C1N(CC12CCNCC2)C(=O)[O-]